3,3-dimethyl-2,3-dihydro-1λ6,2-benzothiazol-1,1-dione CC1(NS(C2=C1C=CC=C2)(=O)=O)C